CC1(C(OC(OC1)=O)C(C)C)C 5,5-dimethyl-4-(propan-2-yl)-1,3-dioxan-2-one